C(C)N1CCN(CC1)CC=1C=CC(=NC1)NC1=NC=C(C(=N1)C1=CC2=C(N(N=C2C=C1)C)C(C)C)F N-(5-((4-ethylpiperazin-1-yl)methyl)pyridin-2-yl)-5-fluoro-4-(3-isopropyl-2-methyl-2H-indazol-5-yl)pyrimidin-2-amine